N1N=CC(=C1)CCCNC(C1=CC(=C(C=C1)S(=O)(=O)CC1=NN(C=C1)C1=CC=NC=C1)C#CC1=CC=C(C=C1)F)=O N-(3-(1H-pyrazol-4-yl)propyl)-3-((4-fluorophenyl)ethynyl)-4-(((1-(pyridin-4-yl)-1H-pyrazol-3-yl)methyl)sulfonyl)benzamide